ClC1=NC=C(C(=C1)C1=C(C=NC(=C1)CO)C(=O)OC)OC methyl 2'-chloro-6-(hydroxymethyl)-5'-methoxy-[4,4'-bipyridine]-3-carboxylate